1-(2-(5-(4-fluorophenyl)-4H-1,2,4-triazol-3-yl)piperidin-1-yl)-2-(methylthio)propan-1-one FC1=CC=C(C=C1)C=1NC(=NN1)C1N(CCCC1)C(C(C)SC)=O